ClC1=C(C=C2C=C(N=CC2=C1)NC(=O)[C@@H]1C[C@]12C(C2)(F)F)N2CCN(CC2)[C@]2(COC[C@H]2O)C (1R,3R)-N-(7-chloro-6-(4-((3S,4S)-4-hydroxy-3-methyltetrahydrofuran-3-yl)piperazin-1-yl)isoquinolin-3-yl)-4,4-difluorospiro[2.2]pentane-1-carboxamide